COC1=CC=C(C(=O)C2=CC=CC=C2)C=C1 4-methoxyBenzophenone